4,5-DICHLORO-2-OCTYLISOTHIAZOL-3(2H)-ONE ClC=1C(N(SC1Cl)CCCCCCCC)=O